3-chloro-5-((3,5-dichlorophenylimino)-methyl)phenyl isobutyrate C(C(C)C)(=O)OC1=CC(=CC(=C1)C=NC1=CC(=CC(=C1)Cl)Cl)Cl